O1CCC(CC1)N1CC(C1)C(=O)O 1-(tetrahydro-2H-pyran-4-yl)azetidine-3-carboxylic acid